COC1=NC(=NC=N1)NC=1NC=2N(C(C1C1=CC=C(C=C1)OC)=O)N=C(C2C2=CC=CC=C2)C2=CC=CC=C2 5-((4-methoxy-1,3,5-triazin-2-yl)amino)-6-(4-methoxyphenyl)-2,3-diphenylpyrazolo[1,5-a]pyrimidin-7(4H)-one